CC(=O)/C=C\C(=O)O cis-Acetylacrylate